C(C)C=1C(=C(C(=O)O)C=C(C1C(=O)O)O)O ethyl-2,5-dihydroxyterephthalic acid